NC1=NC(=CC(=N1)C=1C=C(C#N)C=C(C1)F)C=1N=NN(C1)CC1=NC(=CC=C1)COC 3-[2-amino-6-(1-{[6-(methoxymethyl)-2-pyridinyl]methyl}-1H-1,2,3-triazol-4-yl)-4-pyrimidinyl]-5-fluoro-benzonitrile